5-formyl-4-methyl-1-{[1-(triphenylmethyl)-1H-pyrazol-4-yl]methyl}-1H-indole-2-carbonitrile C(=O)C=1C(=C2C=C(N(C2=CC1)CC=1C=NN(C1)C(C1=CC=CC=C1)(C1=CC=CC=C1)C1=CC=CC=C1)C#N)C